[N+](=O)([O-])OCCCCC(=O)NC 5-nitrooxy-N-methyl-pentanoic amide